2-(pyrrolidin-1-yl)ethane-1,2-dione N1(CCCC1)C(C=O)=O